bis[4-(S)-ethyl-2-oxazolyl]pyridine C(C)C=1N=C(OC1)C=1C(=NC=CC1)C=1OC=C(N1)CC